2-(1H-indol-3-yl)-N-methoxy-N-methylacetamide N1C=C(C2=CC=CC=C12)CC(=O)N(C)OC